C1(CCC1)OC1=NC(=NC=C1)NC(=O)C=1C=C2CN(C(C2=CC1)=O)C1C(NC(CC1)=O)=O N-(4-cyclobutoxypyrimidin-2-yl)-2-(2,6-dioxopiperidin-3-yl)-1-oxo-3H-isoindole-5-carboxamide